Ethyl 2-[1-[1-(2-bromoethyl)pyrazol-4-yl]-1-(2-cyanophenyl)propan-2-yl]-5-methoxy-1-methyl-6-oxopyrimidine-4-carboxylate BrCCN1N=CC(=C1)C(C(C)C=1N(C(C(=C(N1)C(=O)OCC)OC)=O)C)C1=C(C=CC=C1)C#N